(6-(3-fluoro-2-methylphenyl)-2-(pyrrolidin-1-yl)imidazo[1,2-a]pyridin-3-yl)((1s,2s)-2-fluorocyclopropyl)methanone FC=1C(=C(C=CC1)C=1C=CC=2N(C1)C(=C(N2)N2CCCC2)C(=O)[C@H]2[C@H](C2)F)C